methylazan CN